C(C)(=O)N1[C@@H]([C@@H](CC1)C)C(=O)OCC ethyl (2S,3R)-1-acetyl-3-methyl-pyrrolidine-2-carboxylate